3-(5-methyl-1H-benzo[d]imidazol-2-yl)-1H-pyrazol-4-amine CC1=CC2=C(NC(=N2)C2=NNC=C2N)C=C1